CS(=O)(=O)C1=NC(=NS1)C1=CC=C(C=C1)NC(C)=O N-(4-(5-(methylsulfonyl)-1,2,4-thiadiazol-3-yl)phenyl)acetamide